6-(2,4-dimethoxypyrimidin-5-yl)-8-((1S,2S)-2-(5-(trifluoromethoxy)pyridin-2-yl)cyclopropyl)imidazo[1,2-b]pyridazine COC1=NC=C(C(=N1)OC)C=1C=C(C=2N(N1)C=CN2)[C@@H]2[C@H](C2)C2=NC=C(C=C2)OC(F)(F)F